2-[(6S)-4,7,10-tris(carboxymethyl)-6-[[4-[3-[hydroxy-[6-oxo-6-(2,3,5,6-tetrafluorophenoxy)hexyl]phosphoryl]propyl]phenyl]methyl]-1,4,7,10-tetrazacyclododec-1-yl]acetic acid C(=O)(O)CN1CCN(CCN(CCN([C@H](C1)CC1=CC=C(C=C1)CCCP(=O)(CCCCCC(OC1=C(C(=CC(=C1F)F)F)F)=O)O)CC(=O)O)CC(=O)O)CC(=O)O